CC1(C(C(C(C=2C1C1C(=C3C=4C=CC=CC4CC23)C=CCC1)(C)C)(C)C)(C)C)C octamethyloctahydrodibenzfluorene